FC(C(=O)OCC)(C(=O)C=1OC=C(C1)C1=CN(C2=CC(=CC=C12)F)C(=O)OC(C)(C)C)F Ethyl 2,2-difluoro-3-(4-(1-Boc-6-fluoro-1H-indol-3-yl) furan-2-yl)-3-oxopropanoate